(±)-5-((4-Cyclopropyl-3-((methylsulfinyl)methyl)phenyl)amino)-7-((5-((dimethylamino)methyl)pyridin-2-yl)amino)pyrazolo[1,5-a]pyrimidine-3-carbonitrile C1(CC1)C1=C(C=C(C=C1)NC1=NC=2N(C(=C1)NC1=NC=C(C=C1)CN(C)C)N=CC2C#N)C[S@](=O)C |r|